ClC=1C=C2CCC[C@]3(COC4=CC=C5[C@@H]([C@H](C(N(C/C=C/CCCCN(C3)C4=C5)C)=O)C)C(=O)O)C2=CC1 (1S,6'E,11'R,12'R)-6-CHLORO-9',11'-DIMETHYL-10'-OXO-3,4-DIHYDRO-2H-SPIRO[NAPHTHALENE-1,19'-[17]OXA[1,9]DIAZATRICYCLO[11.7.2.016,21]DOCOSA[6,13,15,21]TETRAENE]-12'-CARBOXYLIC ACID